oxygen pyrophosphate [O-]P([O-])(=O)OP(=O)([O-])[O-].[O+2].[O+2]